Cl.CN(C1=CC=C(C=C1)O)C para-dimethylaminophenol hydrochloride